C(C)N1N=CC2=CC=C(C(=C12)OC)NC1=C(N=NC=C1)C(=O)NC([2H])([2H])[2H] 4-((1-ethyl-7-methoxy-1H-indazol-6-yl)amino)-N-(methyl-d3)pyridazine-3-carboxamide